methyl 6-iodo-5-methyl-3-(6-azaspiro[2.5]octan-6-yl)pyridazine-4-carboxylate IC1=C(C(=C(N=N1)N1CCC2(CC2)CC1)C(=O)OC)C